bisacryloyl-oxygen tert-butyl-(5S)-2-(2-bromo-1,3-benzothiazol-5-yl)-5-methyl-piperidine-1-carboxylate C(C)(C)(C)OC(=O)N1C(CC[C@@H](C1)C)C=1C=CC2=C(N=C(S2)Br)C1.C(C=C)(=O)OC(C=C)=O